(R)-5-(4-tert-Butyldimethylsilanyloxyphenyl)-4,4-dimethyl-1,3-dioxolan-2-one [Si](C)(C)(C(C)(C)C)OC1=CC=C(C=C1)[C@@H]1C(OC(O1)=O)(C)C